[N+](=O)([O-])C=1C(=C2C(=NC1)N(C=C2)S(=O)(=O)C2=CC=CC=C2)C2(CCN(CC2)C=2C=NN(C2)C2OCCCC2)C(=O)OCC Ethyl 4-(5-nitro-1-(phenylsulfonyl)-1H-pyrrolo[2,3-b]pyridin-4-yl)-1-(1-(tetrahydro-2H-pyran-2-yl)-1H-pyrazol-4-yl)piperidine-4-carboxylate